N1C(NC(C12CC1(CCC(CC1)=O)C2)=O)=O 1,3-diazadispiro[4.1.57.15]tridecane-2,4,10-trione